C(#N)C=1C=CC(=NC1)N1N=C(N=C1)[C@H](C)NC(OC(C)(C)C)=O tert-butyl {(1S)-1-[1-(5-cyanopyridin-2-yl)-1H-1,2,4-triazolyl]ethyl}carbamate